C(=C)[P] vinyl-phosphorus